2-(2,6-difluoro-3-methoxy-phenyl)acetic acid FC1=C(C(=CC=C1OC)F)CC(=O)O